OC=1C(=C(C(=C(C1[N+](=O)[O-])O)[N+](=O)[O-])Cl)[N+](=O)[O-] 3,5-dihydroxy-2,4,6-trinitrochlorobenzene